N~7~-[2-fluoro-5-(methylsulfonyl)phenyl]-N~2~-(6-methoxy-2-methyl-1,2,3,4-tetrahydroisoquinolin-7-yl)quinazoline-2,7-diamine FC1=C(C=C(C=C1)S(=O)(=O)C)NC1=CC=C2C=NC(=NC2=C1)NC1=C(C=C2CCN(CC2=C1)C)OC